FC=1C(=C(C=CC1F)[C@H]1[C@H](O[C@](C1)(C(F)(F)F)CC)C(=O)NC1=CC(=NC=C1)C(=O)N)OC (2S,3S,5R)-4-[[3-(3,4-difluoro-2-methoxy-phenyl)-5-ethyl-5-(trifluoromethyl)tetrahydrofuran-2-carbonyl]amino]pyridine-2-carboxamide